5-(2-azaspiro[3.3]-heptan-6-ylmethyl)-2-(trifluoromethyl)-pyridine-4-carbonitrile C1NCC12CC(C2)CC=2C(=CC(=NC2)C(F)(F)F)C#N